CC1=C(C(=CC=C1)C)NC(C1=NC(=CC=C1)O)=O N-(2,6-dimethylphenyl)-6-hydroxypicolinamide